BrC1=CC2=C(CCC=3C=NC(=NC23)N)S1 8-bromo-5,6-dihydrothieno[2,3-h]quinazolin-2-amine